OC1=C(C=CC=C1)C(C=1C2=C(C(N(C1)C)=O)N(C(=C2)C(=O)OCC)C2=C(C=CC=C2)C)C2=CC=CC=C2 ethyl 4-((2-hydroxyphenyl) (phenyl) methyl)-6-methyl-7-oxo-1-tolyl-6,7-dihydro-1H-pyrrolo[2,3-c]pyridine-2-carboxylate